BrC1=CC=C2C(=NN(C2=C1)C)N1CNCC=C1 1-(6-Bromo-1-methyl-1H-indazol-3-yl)dihydropyrimidine